N-[4-[(2-AMINO-4-PYRIDINYL)OXY]-3-FLUOROPHENYL]-3-(4-FLUOROPHENYL)-1,2,3,4-TETRAHYDRO-2,4-DIOXO-5-PYRIMIDINCARBOXAMID NC1=NC=CC(=C1)OC1=C(C=C(C=C1)NC(=O)C=1C(N(C(NC1)=O)C1=CC=C(C=C1)F)=O)F